3-hydroxy-N-(2-isopropoxyquinolin-6-yl)-4-methoxypicolinamide OC=1C(=NC=CC1OC)C(=O)NC=1C=C2C=CC(=NC2=CC1)OC(C)C